COC1=CC=C(C=C1)C1=NOC(=N1)N1CCC(CC1)C(=O)NCC1CN(CC1)C1COCC1 1-(3-(4-Methoxyphenyl)-1,2,4-oxadiazol-5-yl)-N-((1-(Tetrahydrofuran-3-yl)pyrrolidin-3-yl)methyl)piperidin-4-carboxamid